2-(4-(3-(2,4-dioxotetrahydropyrimidin-1(2H)-yl)-1-methyl-1H-indazol-6-yl)-3,3-difluoropiperidin-1-yl)acetic acid trifluoroacetate FC(C(=O)O)(F)F.O=C1N(CCC(N1)=O)C1=NN(C2=CC(=CC=C12)C1C(CN(CC1)CC(=O)O)(F)F)C